CN1N=C2C=CC(=C(C2=C1)C)C1=CNC2=NC(=CN=C21)N2C[C@@H]1[C@]([C@@H]1CC2)(C2=C(C=CC=C2)F)CN ((1S,6R,7R)-3-(7-(2,4-dimethyl-2H-indazol-5-yl)-5H-pyrrolo[2,3-b]pyrazin-3-yl)-7-(2-fluorophenyl)-3-azabicyclo[4.1.0]heptan-7-yl)methanamine